(S)-7-fluoro-N-(pyrrolidin-3-yl)quinolin-5-amine hydrochloride Cl.FC=1C=C(C=2C=CC=NC2C1)N[C@@H]1CNCC1